C1(CCCCC1)NCC1=C(C=CC=C1)C1=CC=C(C=C1)C=1C=C(C2=C(NC(=N2)C)C1)C(=O)O 6-(2'-((cyclohexylamino)methyl)-[1,1'-biphenyl]-4-yl)-2-methyl-1H-benzo[d]imidazole-4-carboxylic acid